tricyclo[5.2.1.02,6]Decane-3-ene C12C3C=CCC3C(CC1)C2